BrCC1=CC=C(C=C1)S(=O)(=O)CCOC 1-(Bromo-methyl)-4-((2-methoxyethyl)-sulfonyl)benzene